C1(=CC=C(C=C1)N1C=NN(C1=O)CSC1=CC(=C(OCC(=O)O)C=C1)C)C1=CC=CC=C1 2-(4-(((4-([1,1'-Biphenyl]-4-yl)-5-oxo-4,5-dihydro-1H-1,2,4-triazol-1-yl)methyl)thio)-2-methylphenoxy)-acetic acid